(2-(naphthalene-1-yl)-2-thiocyanovinyl) (phenyl) selenoether C1(=CC=CC=C1)[Se]C=C(SC#N)C1=CC=CC2=CC=CC=C12